N1C(C=CC2=CC=CC=C12)=O (1H)-quinolone